Tert-butyl (R or S)-2-(4-(3,4-difluorobenzyl)-2-(2-isopropylphenyl) piperazin-1-yl)-7-azaspiro[3.5]Nonane-7-carboxylate FC=1C=C(CN2C[C@H](N(CC2)C2CC3(C2)CCN(CC3)C(=O)OC(C)(C)C)C3=C(C=CC=C3)C(C)C)C=CC1F |o1:7|